OCCC=1NC(NN1)=O 5-(hydroxyethyl)-2,4-dihydro-3H-1,2,4-triazol-3-one